Cl.C[C@H]1C[C@H](C2(C1)CCNCC2)N (1R,3R)-3-methyl-8-azaspiro[4.5]decan-1-amine hydrochloride